tert-butyl 2-[2-[2-[4-[2-[4-[3-(2-ethoxy-4,4-dimethyl-6-oxo-cyclohexen-1-yl)-4-methyl-phenyl]phenoxy]ethyl]piperazin-1-yl]ethoxy]ethoxy]acetate C(C)OC1=C(C(CC(C1)(C)C)=O)C=1C=C(C=CC1C)C1=CC=C(OCCN2CCN(CC2)CCOCCOCC(=O)OC(C)(C)C)C=C1